C1(CC1)C1=CC(=C(C=C1)N(C(=O)N1[C@H](CCC1)CO)C(C(=O)NC1CCC(CC1)(F)F)C=1C=NC=CC1C(F)(F)F)F (2R)-N-(4-cyclopropyl-2-fluoro-phenyl)-N-[2-[(4,4-difluorocyclohexyl)amino]-2-oxo-1-[4-(trifluoromethyl)-3-pyridyl]ethyl]-2-(hydroxymethyl)pyrrolidine-1-carboxamide